4-methoxyphenylethyleneglycol COC1=CC=C(C=C1)C(CO)O